6-((4-methoxybenzyl)oxy)pyrido[3,2-d]pyrimidin-4(3H)-one COC1=CC=C(COC=2C=CC=3N=CNC(C3N2)=O)C=C1